FC(C1=NN=C(S1)C1=CN=C2N1C=C(C=C2N2C[C@H](O[C@@H](C2)C)CO)S(=O)(=O)NC2(CC2)C)F |o1:18,20| rel-3-(5-(difluoromethyl)-1,3,4-thiadiazol-2-yl)-8-((2S,6R)-2-(hydroxymethyl)-6-methylmorpholino)-N-(1-methylcyclopropyl)imidazo[1,2-a]pyridine-6-sulfonamide